N-(1-amino-3-methoxy-2-methyl-1-oxopropan-2-yl)-2-methyl-5-((4-methylthiazol-5-yl)methoxy)benzofuran-3-carboxamide NC(C(COC)(C)NC(=O)C1=C(OC2=C1C=C(C=C2)OCC2=C(N=CS2)C)C)=O